BrC1CC(=O)OC(C1)=O 3-Bromoglutaric anhydride